FC(N1N=C(C(=C1C)C=1C=NN2C1C=C(C=C2)C2=CC(=C(O2)C2CCOCC2)C(=O)OCC)C)F ethyl 5-[3-[1-(difluoromethyl)-3,5-dimethyl-pyrazol-4-yl]pyrazolo[1,5-a]pyridin-5-yl]-2-tetrahydropyran-4-yl-furan-3-carboxylate